Cl.C(C)(=O)OC[C@H](N)C(=O)O O-acetylserine hydrochloride